BrC1=CC=C2C=C(C(NC2=C1F)=O)C 7-bromo-8-fluoro-3-methylquinolin-2(1H)-one